[Si]([O-])([O-])([O-])[O-].[Ti+4].[Al+3].[Li+].[Si]([O-])([O-])([O-])[O-] lithium aluminum titanium silicate